(+/-)-cis-tert-butyl (3-((2-chloro-6-phenylpyrimidin-4-yl)amino)cyclohexyl)carbamate ClC1=NC(=CC(=N1)N[C@H]1C[C@H](CCC1)NC(OC(C)(C)C)=O)C1=CC=CC=C1 |r|